ClC1=C(C=CC(=C1)OC(F)(F)F)C1(CCC1)OC(CC(C(=O)OCC(=O)O)=C)=O 2-((4-(1-(2-chloro-4-(trifluoromethoxy)phenyl)cyclobutoxy)-2-methylene-4-oxobutanoyl)oxy)acetic acid